1'-(1-(4-((3-((5-(4-((tert-butoxycarbonyl)amino)-4-methylpiperidin-1-yl)pyrazin-2-yl)thio)phenyl)carbamoyl)-2-fluorophenyl)piperidin-4-yl)-1',2',3',6'-tetrahydro-[3,4'-bipyridine] C(C)(C)(C)OC(=O)NC1(CCN(CC1)C=1N=CC(=NC1)SC=1C=C(C=CC1)NC(=O)C1=CC(=C(C=C1)N1CCC(CC1)N1CCC(=CC1)C=1C=NC=CC1)F)C